2-(N,5-dimethyl-1H-indazole-7-sulfonamido)-N-(5-methyl-4,5,6,7-tetrahydrothiazolo[4,5-c]pyridin-2-yl)acetamide CN(S(=O)(=O)C=1C=C(C=C2C=NNC12)C)CC(=O)NC=1SC2=C(CN(CC2)C)N1